FC1CC(CC1)NC1CN(CC1)C=1N=NC(=CN1)C1=C(C=C(C=C1)C=1C=NNC1)O 2-(3-{3-[(3-fluorocyclopentyl)amino]pyrrolidin-1-yl}-1,2,4-triazin-6-yl)-5-(1H-pyrazol-4-yl)phenol